T-butyl-pyrimidin C(C)(C)(C)C1=NC=CC=N1